N1C=NC=2C1=C1C(=NC2)C=CS1 1H-imidazo[4,5-d]thieno[3,2-b]pyridin